(3-amino-6-(isopropylsulfonyl)-4,5,6,7-tetrahydropyrazolo[3,4-c]pyridin-1-yl)(1,2,3,4-tetrahydroquinolin-4-yl)methanone NC1=NN(C=2CN(CCC21)S(=O)(=O)C(C)C)C(=O)C2CCNC1=CC=CC=C21